CCCCCCCCCCCCCC(CC(=O)O)OC(=O)CC(CCCCCCC)O 3-(3'-hydroxydecanoyloxy)hexadecenoic acid